4-(benzylamino)-8-bromo-N-propylisoquinoline-3-carboxamide C(C1=CC=CC=C1)NC1=C(N=CC2=C(C=CC=C12)Br)C(=O)NCCC